N-(benzo[d][1,3]dioxol-5-yl)-4-((4-fluorophenyl)sulfonamido)benzamide O1COC2=C1C=CC(=C2)NC(C2=CC=C(C=C2)NS(=O)(=O)C2=CC=C(C=C2)F)=O